(R)-tert-butyl (4-chloro-2-formyl-5-(1-(pyridin-2-yl)ethoxy)phenyl)carbamate ClC1=CC(=C(C=C1O[C@H](C)C1=NC=CC=C1)NC(OC(C)(C)C)=O)C=O